C(C)(C)(C)OC(=O)N1CCC(CC1)N1N=C2C=C(C(=CC2=C1)N)OC(F)F 4-(5-Amino-6-(difluoromethoxy)-2H-indazol-2-yl)piperidine-1-carboxylic acid tert-butyl ester